5-chloro-2-{[(1,3-oxazol-4-ylmethyl)amino]methyl}-7,8-dihydro-6H-spiro[[1,3]oxazolo[5,4-f]quinazoline-9,1'-cyclohexane]-7-one ClC=1C=C2C(=C3C1NC(NC31CCCCC1)=O)OC(=N2)CNCC=2N=COC2